(S)-Cyclohexyl(2-(3-(3-phenylpropyl)-1,2,4-oxadiazol-5-yl)piperidin-1-yl)methanone C1(CCCCC1)C(=O)N1[C@@H](CCCC1)C1=NC(=NO1)CCCC1=CC=CC=C1